2,2'-((1E,1'E)-((dithiobis(2,1-phenylene))di(imino))di(methylene))diphenol C1(=C(C=CC=C1)SSC1=C(C=CC=C1)NCC1=C(C=CC=C1)O)NCC1=C(C=CC=C1)O